1-(1-(5-(4-(6-nitroindolin-1-yl)-4-oxobutyl)thiophene-2-carbonyl)pyrrolidin-3-yl)urea [N+](=O)([O-])C1=CC=C2CCN(C2=C1)C(CCCC1=CC=C(S1)C(=O)N1CC(CC1)NC(=O)N)=O